N,N-dipropyl-3-((triisopropylsilyl)ethynyl)benzenesulfonamide C(CC)N(S(=O)(=O)C1=CC(=CC=C1)C#C[Si](C(C)C)(C(C)C)C(C)C)CCC